C(N)(=O)C=1C=C(C=CC1)C(C)(C)NC(=O)C1=NN(C2=CC=CC=C12)CC1CCC(CC1)(F)F N-[2-(3-carbamoylphenyl)propan-2-yl]-1-[(4,4-difluorocyclohexyl)methyl]-1H-indazole-3-carboxamide